ClC=1C=NC(=NC1)C1=CC=C(C=C1)O 4-(5-chloropyrimidin-2-yl)phenol